bis-(4-methylphenyl)iodonium hexafluoroantimonate F[Sb-](F)(F)(F)(F)F.CC1=CC=C(C=C1)[I+]C1=CC=C(C=C1)C